C(C)(C)(C)OC(=O)N1CC(C1)(O)C=1C=NC(=CC1)Br 3-(6-bromopyridin-3-yl)-3-hydroxyazetidine-1-carboxylic acid tert-butyl ester